zirconium pimelate C(CCCCCC(=O)[O-])(=O)[O-].[Zr+4].C(CCCCCC(=O)[O-])(=O)[O-]